5'-chloro-2'-{5H,6H,7H,8H-imidazo[1,2-a]pyrazin-7-ylmethyl}-7',8'-dihydro-6'H-spiro[cyclohexane-1,9'-furo[2,3-f]quinazoline]-7'-one ClC=1C=C2C(=C3C4(NC(NC13)=O)CCCCC4)OC(=C2)CN2CC=4N(CC2)C=CN4